N-(6-methoxypyridin-3-yl)-4-(trifluoromethyl)benzamide 2-((2-(2-(2-(3-(hydroxymethyl)azetidin-1-yl)ethoxy)ethoxy)ethoxy)methyl)-propane-1,3-diyl bis(2-hexyldecanoate) C(CCCCC)C(C(=O)OCC(COC(C(CCCCCCCC)CCCCCC)=O)COCCOCCOCCN1CC(C1)CO)CCCCCCCC.COC1=CC=C(C=N1)NC(C1=CC=C(C=C1)C(F)(F)F)=O